N1=NCCCCCCCCCCCC1 diazacyclotetradecene